4-phenyl-1-(3-(pyridin-4-yl)bicyclo[1.1.1]pentan-1-yl)piperidine-2,6-dione C1(=CC=CC=C1)C1CC(N(C(C1)=O)C12CC(C1)(C2)C2=CC=NC=C2)=O